C(C(O)CC(=O)O)(=O)O.FC1=CC=C(C=C1)C=1SC=C(N1)C(C)(C)NC(O[C@@H]1CN2CCC1CC2)=O (S)-quinuclidin-3-yl (2-(2-(4-fluorophenyl)thiazol-4-yl)propan-2-yl)carbamate malate